ClC1=C(C=CC=C1NC(CN1C(CNCC1)=O)=O)SC=1N=CC(=NC1)N1CCC(CC1)C 1-(5-((2-chloro-3-(2-(2-oxopiperazin-1-yl)acetamido)phenyl)thio)pyrazin-2-yl)-4-methylpiperidin